1,2,3,4,4a,5,6,6a,6b,7,8,8a,9,10,11,12,12a,12b,13,14b-icosahydropicene-4a-carboxylate C1CCCC2(CCC3C4CCC5CCCCC5C4CC=C3C21)C(=O)[O-]